NC=1C(=NC(=NC1C1=C(C(=CC=C1C)O)C)C=1C(=NC=CC1)NC1=NC=CN=C1C)C(=O)N 5-amino-6-(3-hydroxy-2,6-dimethylphenyl)-2-(2-((3-methylpyrazin-2-yl)amino)pyridin-3-yl)pyrimidine-4-carboxamide